8-((2-chloropyrimidin-5-yl)methyl)-3-(4-fluorophenyl)pyrido[2,3-d]pyrimidine-2,4(3H,8H)-dione ClC1=NC=C(C=N1)CN1C=CC=C2C1=NC(N(C2=O)C2=CC=C(C=C2)F)=O